N-(4-aminobutyl)-N'-(3-aminopropyl)-1,4-butanediamine NCCCCNCCCCNCCCN